C(C)NC(=O)NC1=NC2=C(N1)C=CC(=C2F)C2=C(C=CC(=C2)CC2=NNC(C1=CC=CC=C21)=O)F 1-Ethyl-3-(4-fluoro-5-(2-fluoro-5-((4-oxo-3,4-dihydrophthalazin-1-yl)methyl)phenyl)-1H-benzimidazol-2-yl)urea